19-Hydroxy-triaconta-21,24-dienoic acid OC(CCCCCCCCCCCCCCCCCC(=O)O)CC=CCC=CCCCCC